CN1C(C=C(C=C1)C1(CCC1)C(=O)OC)=O methyl 1-(1-methyl-2-oxo-1,2-dihydropyridin-4-yl)cyclobutane-1-carboxylate